4,4'-methylene-bis(2-ethylphenylamine) C(C1=CC(=C(C=C1)N)CC)C1=CC(=C(C=C1)N)CC